4-Chloro-2-((furan-2-ylmethyl)amino)-5-(N-(4-methoxybenzyl)sulfamoyl)Benzoic Acid ClC1=CC(=C(C(=O)O)C=C1S(NCC1=CC=C(C=C1)OC)(=O)=O)NCC=1OC=CC1